C1(CC2C(CC1)O2)CC[Si](OC)(OC)OC (3,4-epoxycyclohexyl)ethyltrimethoxysilicon